(R)-3-(2-(2-hydroxy-2-methylpropionyl)-6-(3-(trifluoromethyl)-1H-pyrrolo[2,3-b]pyridine-5-yl)-1,2,3,4-tetrahydroisoquinolin-8-yl)morpholine-4-carboxylic acid tert-butyl ester C(C)(C)(C)OC(=O)N1[C@@H](COCC1)C=1C=C(C=C2CCN(CC12)C(C(C)(C)O)=O)C=1C=C2C(=NC1)NC=C2C(F)(F)F